FC=1C=C(COC2OC3CN4C2(CN2C4=CC=NC2=O)C3)C=CC1OC1=CC(=CC=C1)C(F)(F)F ((3-fluoro-4-(3-(trifluoromethyl)phenoxy)benzyl)oxy)-3,4-dihydro-1H,9H,11H-3,11a-methanopyrimido[6',1':2,3]imidazo[5,1-c][1,4]oxazin-9-one